CNC(C1=NC=C(C=C1)C(F)(F)F)=O N-methyl-5-(trifluoromethyl)picolinamide